2-((R)-1-(1-(3-isopropyl-1,2,4-oxadiazol-5-yl)piperidin-4-yl)ethoxy)-6-(2-fluoro-4-(methylsulfonyl)phenyl)imidazo[2,1-b][1,3,4]thiadiazol C(C)(C)C1=NOC(=N1)N1CCC(CC1)[C@@H](C)OC1=NN2C(S1)=NC(=C2)C2=C(C=C(C=C2)S(=O)(=O)C)F